C(C)N([C@H](C(C)C)C(=O)O)C(=O)C1=CN=C(O1)C1=CC(=CC=C1)C1=NNC(=C1)C(NC(CC)CC)=O.BrC=1C=CC(=C(C1)NO)C N-(5-bromo-2-methylphenyl)hydroxylamine ethyl-(2-(3-(5-(pentan-3-ylcarbamoyl)-1H-pyrazol-3-yl)phenyl)oxazole-5-carbonyl)-D-valinate